C(C)(C)(C)OC(=O)N1N=C(C=2N=CN=C(C21)NCC2=CC=C(C=C2)P(O)(=O)OCC)C(NC)=O 4-([[1-(tert-butoxycarbonyl)-3-(methylcarbamoyl)pyrazolo[4,3-d]pyrimidin-7-yl]amino]methyl)phenyl(ethoxy)phosphinic acid